CN1C(=CC2=CC=CC=C12)\C(\C)=N\C1=CC=C(C=C1)SC (E)-1-(1-methyl-1H-indol-2-yl)-N-(4-(methylthio)phenyl)ethan-1-imine